C(C)(C)(C)N1N=C(C=C1N)[C@H]1C[C@@H]([C@H](C1)F)O[Si](C1=CC=CC=C1)(C1=CC=CC=C1)C(C)(C)C |r| rac-1-(tert-butyl)-3-((1S,3S,4S)-3-((tert-butyldiphenylsilyl)oxy)-4-fluorocyclopentyl)-1H-pyrazol-5-amine